(2S,3R)-1-(6-chloro-4-(propan-2-yl)-2,7-naphthyridin-1-yl)-2-methylazetidin-3-ol ClC=1C=C2C(=CN=C(C2=CN1)N1[C@H]([C@@H](C1)O)C)C(C)C